6-{4-Fluoro-2-[(piperidin-4-yl)oxy]-1,3-benzothiazol-6-yl}-2,8-dimethylimidazo[1,2-b]pyridazin-Hydrochlorid Cl.FC1=CC(=CC2=C1N=C(S2)OC2CCNCC2)C=2C=C(C=1N(N2)C=C(N1)C)C